3-chloro-5-(1-methyl-1,2,3,6-tetrahydropyridin-4-yl)benzonitrile ClC=1C=C(C#N)C=C(C1)C=1CCN(CC1)C